C1(CCCC1)C(CC)N1N=CC(=C1)C=1C2=C(N=CN1)NC=C2 3-cyclopentyl-3-[4-(7H-pyrrolo[2,3-d]pyrimidin-4-yl)-1H-pyrazol-1-yl]propane